ClC1=CC=C(COC2=NN=C(S2)NC(C2=C(N=CC=C2)N2CCC(CC2)O)=O)C=C1 N-(5-((4-chlorobenzyl)oxy)-1,3,4-thiadiazol-2-yl)-2-(4-hydroxypiperidin-1-yl)nicotinamide